[Br-].C(C)O[Si](OCC)(OCC)COC1=C(C=C(C=C1)O)[P+](C)(C)C (2-[(triethoxysilyl)methoxy]-5-hydroxyphenyl)trimethylphosphonium bromide